2-((4-Chloro-3-methoxypyridin-2-yl)methyl)isoindoline-1,3-dione ClC1=C(C(=NC=C1)CN1C(C2=CC=CC=C2C1=O)=O)OC